NC1=CC=2N(C3=CC=CC=C3OC2C=C1C(C)(C)O)C(=O)OC(C)(C)C tert-butyl 2-amino-3-(2-hydroxy propan-2-yl)-10H-phenoxazine-10-carboxylate